4-[5-(2-aminoethyl)pyrimidin-2-yl]-3-(5-methyl-2-morpholin-4-yl-1,3-thiazole-4-carbonyl)benzonitrile NCCC=1C=NC(=NC1)C1=C(C=C(C#N)C=C1)C(=O)C=1N=C(SC1C)N1CCOCC1